7-(1-Methyl-1H-pyrazol-4-yl)-5-(6-(piperazin-1-yl)pyridin-3-yl)quinoline CN1N=CC(=C1)C1=CC(=C2C=CC=NC2=C1)C=1C=NC(=CC1)N1CCNCC1